N-((R)-1-(4-(ethylsulfonyl)phenyl)-2-hydroxyethyl)-2-((2S,4R)-2-((2-fluoroethoxy)methyl)-4-(4-(trifluoromethyl)phenoxy)pyrrolidin-1-yl)pyrimidine-5-carboxamide C(C)S(=O)(=O)C1=CC=C(C=C1)[C@H](CO)NC(=O)C=1C=NC(=NC1)N1[C@@H](C[C@H](C1)OC1=CC=C(C=C1)C(F)(F)F)COCCF